CC1=C(C(=O)P(O)(O)=O)C(=CC(=C1)C)C 2,4,6-trimethylbenzoyl-phosphonic acid